3-cyclopropyl-1-(tetrahydro-2H-pyran-4-yl)-1H-pyrazol-5-ol C1(CC1)C1=NN(C(=C1)O)C1CCOCC1